FC(C(=O)O)(F)F.OC(CC(=O)OCCCCCN(CC(CCCCCC)O)CC(CCCCCC)O)(CC(=O)OCCCCCN(CC(CCCCCC)O)CC(CCCCCC)O)C 1,5-bis({5-[bis(2-hydroxyoctyl)amino]pentyl}) 3-hydroxy-3-methylpentanedioate trifluoroacetic acid salt